ClC=1C=C(C=C2C(=C(C=NC12)C#N)NCC(C)(C)C)N[C@@H](C1=C2C=CN(C(C2=CC=C1)=O)C)C=1N=NN(C1)C1(CC1)CC (S)-8-chloro-6-(((1-(1-ethylcyclopropyl)-1H-1,2,3-triazol-4-yl)(2-methyl-1-oxo-1,2-dihydroisoquinolin-5-yl)methyl)amino)-4-(neopentylamino)quinoline-3-carbonitrile